ClC1=C(C=CC(=C1)C(F)(F)F)C1=CC=C(O1)C=C1C(C2=CC=CC=C2C1)=O 2-[[5-[2-Chloro-4-(trifluoromethyl)phenyl]-2-furanyl]methylene]-2,3-dihydro-1H-inden-1-one